FC=1C=C(C=CC1)C1=NOC(=N1)C(CS(=O)(=O)C)NC(O)=O N-[1-[3-(3-fluorophenyl)-1,2,4-oxadiazole-5-yl]-2-methylsulfonyl-ethyl]Carbamic acid